[1,7]Naphthyridine-4-carboxylic acid methyl ester COC(=O)C1=CC=NC2=CN=CC=C12